3-fluoro-N-(4-fluoro-3-(3-(pyrrolidin-1-yl)quinoxaline-6-carbonyl)phenyl)benzamide FC=1C=C(C(=O)NC2=CC(=C(C=C2)F)C(=O)C=2C=C3N=C(C=NC3=CC2)N2CCCC2)C=CC1